hex-anoate C(CCCCC)(=O)[O-]